2,5-bisoxo-tetrahydrofuran O=C1OC(CC1)=O